FC1(CCC(CC1)NC1=NC(=NC(=C1)C(C)OC)N1N=C(C=C1)C)F N-(4,4-difluorocyclohexyl)-6-(1-methoxyethyl)-2-(3-methyl-1H-pyrazol-1-yl)pyrimidin-4-amine